FCCCNCCC1=CC=C(C=C1)C 3-fluoro-N-(4-methylphenylethyl)propan-1-amine